(3-chloro-2,4-difluorophenyl)(3-(trifluoromethyl)cyclopentyl)methyl methanesulfonate CS(=O)(=O)OC(C1CC(CC1)C(F)(F)F)C1=C(C(=C(C=C1)F)Cl)F